C(CCC)N(C(O)C1=CC(=CC=2CC3=CC(=CC=C3C12)Cl)Cl)CCCC alpha-(di-n-butylamino)-2,7-dichloro-4-fluorenemethanol